4-((cis-3-cyanocyclobutyl)amino)-2-(methylthio)pyrimidine-5-carboxylic acid C(#N)[C@H]1C[C@H](C1)NC1=NC(=NC=C1C(=O)O)SC